N(=[N+]=[N-])CCCCC[NH-] azidopentyl-amide